tert-Butyl (1S)-1-[[(R)-tert-butylsulfinyl]amino]spiro[indene-2,4'-piperidine]-1'-carboxylate C(C)(C)(C)[S@@](=O)NC1=C2C=CC=CC2=CC12CCN(CC2)C(=O)OC(C)(C)C